(benzyloxy)-1-((tert-butoxycarbonyl)amino)-4-carbonyl-1,4-dihydropyridine-2-carboxylic acid C(C1=CC=CC=C1)OC1=C(N(C=CC1=C=O)NC(=O)OC(C)(C)C)C(=O)O